FC1(CCC2=C1N=C(N=C2N2C[C@H](CC2)CC(=O)[O-])S(=O)(=O)C)F (R)-2-(1-(7,7-difluoro-2-(methylsulfonyl)-6,7-dihydro-5H-cyclopenta[d]pyrimidin-4-yl)pyrrolidin-3-yl)acetate